(Z)-N-(5-((5-methoxy-2-oxoindol-3-ylidene)methyl)-4-methyl-1H-pyrrol-3-yl)-3-(pyrrolidin-1-yl)propanamide COC=1C=C2/C(/C(NC2=CC1)=O)=C/C1=C(C(=CN1)NC(CCN1CCCC1)=O)C